8-(3-chloro-2-fluorophenyl)-6-(4-fluoro-1-methyl-1H-pyrazol-3-yl)-8-methyl-2-(methylsulfanyl)-7,8-dihydropyrido[4,3-d]pyrimidin-5(6H)-one ClC=1C(=C(C=CC1)C1(CN(C(C2=C1N=C(N=C2)SC)=O)C2=NN(C=C2F)C)C)F